2-[4-(5-bromo-1,3,4-oxadiazol-2-yl)phenoxy]-5-chloro-3-fluoropyridine BrC1=NN=C(O1)C1=CC=C(OC2=NC=C(C=C2F)Cl)C=C1